5,10,15,20-tetra(4-carboxyphenyl)porphyrin manganese [Mn].C(=O)(O)C1=CC=C(C=C1)C=1C2=CC=C(N2)C(=C2C=CC(C(=C3C=CC(=C(C=4C=CC1N4)C4=CC=C(C=C4)C(=O)O)N3)C3=CC=C(C=C3)C(=O)O)=N2)C2=CC=C(C=C2)C(=O)O